N-(Methacryloyloxy)phthalimid C(C(=C)C)(=O)ON1C(C=2C(C1=O)=CC=CC2)=O